bis-(4-glycidoxyphenyl)methane C(C1CO1)OC1=CC=C(C=C1)CC1=CC=C(C=C1)OCC1CO1